4-(3-chloropropyl)-3-pyrrolidone ClCCCC1C(CNC1)=O